(2'S,4R)-2-ethyl-2'-methyl-1'-(1H-triazol-4-ylmethyl)spiro[6,7-dihydrothieno[3,2-c]pyran-4,4'-piperidine] C(C)C1=CC2=C(CCO[C@]23C[C@@H](N(CC3)CC=3N=NNC3)C)S1